1-(5-(benzyloxy)-2-methylbenzofuran-3-carbonyl)piperidine-4-carboxylic acid tert-butyl ester C(C)(C)(C)OC(=O)C1CCN(CC1)C(=O)C1=C(OC2=C1C=C(C=C2)OCC2=CC=CC=C2)C